1-bromo-7-(tert-butyl)pyrene BrC1=CC=C2C=CC3=CC(=CC4=CC=C1C2=C34)C(C)(C)C